[K].ClC1=C(C(=O)O)C(=CC=C1F)Cl 2,6-dichloro-3-fluorobenzoic acid potassium